COC(C(CC(=C)C)(C)CC1=CC=CC=C1)=O 2-benzyl-2,4-dimethyl-pent-4-enoic acid methyl ester